tolylethylmethyldi-n-butoxysilane C1(=C(C=CC=C1)CC[Si](OCCCC)(OCCCC)C)C